C1(CC1)C([C@@H](C(NC=1C=NN(C1)CC1=C(N=NC(=C1)C1CC1)OC)=O)NC(=O)C=1N(N=CC1)C(C)C)C1CC1 N-[(1S)-2,2-dicyclopropyl-1-[[1-[(6-cyclopropyl-3-methoxy-pyridazin-4-yl)methyl]pyrazol-4-yl]carbamoyl]ethyl]-2-isopropyl-pyrazole-3-carboxamide